tert-butyl N-[(1S)-1-[(2S,4R)-2-[[(1S)-1-(4-ethynylphenyl)ethyl]carbamoyl]-4-hydroxy-pyrrolidine-1-carbonyl]-2,2-dimethyl-propyl]carbamate C(#C)C1=CC=C(C=C1)[C@H](C)NC(=O)[C@H]1N(C[C@@H](C1)O)C(=O)[C@H](C(C)(C)C)NC(OC(C)(C)C)=O